6-chloro-4-(cyclohexyl(methyl)amino)-1-methylpyrido[3,2-d]pyrimidin-2(1H)-one ClC=1C=CC=2N(C(N=C(C2N1)N(C)C1CCCCC1)=O)C